(4-{[2-(cyclopropanecarboxamido)pyridin-4-yl]oxy}-3-fluorophenyl)-1-(2-chlorophenyl)-1H-imidazole-4-carboxamide C1(CC1)C(=O)NC1=NC=CC(=C1)OC1=C(C=C(C=C1)C=1N(C=C(N1)C(=O)N)C1=C(C=CC=C1)Cl)F